N1=C(C=NC=C1)CC(=O)N[C@@H](C(C)C)C(=O)N[C@H](CCC(=O)O)C(=O)O (2-(pyrazin-2-yl)acetyl)-L-valyl-D-glutamic acid